[1-[(4-ethynylphenyl)methyl]-4-piperidyl]methanol C(#C)C1=CC=C(C=C1)CN1CCC(CC1)CO